5-[6-[[4-[(3R,5R)-5-[(5-bromo-1-methyl-6-oxo-pyridazin-4-yl)amino]-1-methyl-3-piperidyl]phenyl]methyl]-2,6-diazaspiro[3.3]heptan-2-yl]-2-(2,6-dioxo-3-piperidyl)isoindoline-1,3-dione BrC1=C(C=NN(C1=O)C)N[C@@H]1C[C@@H](CN(C1)C)C1=CC=C(C=C1)CN1CC2(CN(C2)C=2C=C3C(N(C(C3=CC2)=O)C2C(NC(CC2)=O)=O)=O)C1